methyl 4-amino-7-(difluoromethoxy)-1-(6-methylpyridin-3-yl)-2-oxo-1,2-dihydro-1,8-naphthyridine-3-carboxylate NC1=C(C(N(C2=NC(=CC=C12)OC(F)F)C=1C=NC(=CC1)C)=O)C(=O)OC